CC(CN1N=NC2=C1C=CC(=C2)C2=NC(=NO2)C=2SC=CC2C)(C)O 2-methyl-1-{5-[3-(3-methylthiophen-2-yl)-1,2,4-oxadiazol-5-yl]-1H-1,2,3-benzotriazol-1-yl}propan-2-ol